FC(C=1C=C(C=C(C1)C(F)(F)F)CC(=O)NC1=CC=C(C=C1)N1C(=NC2=CC(=C(C=C2C1=O)F)F)C)(F)F 2-(3,5-bis(trifluoromethyl)phenyl)-N-(4-(6,7-difluoro-2-methyl-4-oxoquinazolin-3(4H)-yl)phenyl)acetamide